N-Fmoc-piperidine-4-carboxylic acid C(=O)(OCC1C2=CC=CC=C2C2=CC=CC=C12)N1CCC(CC1)C(=O)O